(R)-1-(2-benzoxazolyl)-1-(6-methoxy-3-pyridinyl)-1-ethanol O1C(=NC2=C1C=CC=C2)[C@](C)(O)C=2C=NC(=CC2)OC